octylacetate C(CCCCCCC)OC(C)=O